2,2'-(4,5,6-tris(10-methylphenazin-5(10H)-yl)-[1,1'-biphenyl]-2,3-diyl)bis(benzo[d]thiazole) CN1C2=CC=CC=C2N(C=2C=CC=CC12)C1=C(C(=C(C(=C1N1C=2C=CC=CC2N(C2=CC=CC=C12)C)N1C=2C=CC=CC2N(C2=CC=CC=C12)C)C1=CC=CC=C1)C=1SC2=C(N1)C=CC=C2)C=2SC1=C(N2)C=CC=C1